C(#N)C=1C(=NC(=CC1C(F)(F)F)C(F)(F)F)NCC(=O)N(C=1C=CC2=C(C(=CO2)C)C1)C 2-((3-cyano-4,6-bis(trifluoromethyl)pyridin-2-yl)-amino)-N-methyl-N-(3-methylbenzofuran-5-yl)-acetamide